ethyl({[1-(6-methoxypyridin-3-yl)-1H-1,2,4-triazol-5-yl]methyl})azanium chloride [Cl-].C(C)[NH2+]CC1=NC=NN1C=1C=NC(=CC1)OC